ethyl-dibutylphenol C(C)C1=C(C(=C(C=C1)O)CCCC)CCCC